nonadecyl myristate C(CCCCCCCCCCCCC)(=O)OCCCCCCCCCCCCCCCCCCC